fluorine dipyrrole N1C=CC=C1.N1C=CC=C1.[F]